1-((2R,5S)-4-((S)-6-chloro-7-(3-cyclopropyl-5-methyl-1H-indazol-4-yl)-2-(2-(3,3-difluoropyrrolidin-1-yl)ethoxy)-8-fluoroquinazolin-4-yl)-2,5-dimethylpiperazin-1-yl)prop-2-en-1-one ClC=1C=C2C(=NC(=NC2=C(C1C1=C2C(=NNC2=CC=C1C)C1CC1)F)OCCN1CC(CC1)(F)F)N1C[C@H](N(C[C@@H]1C)C(C=C)=O)C